N-(1-(7-methoxyquinolin-5-yl)cyclopropyl)-2-methyl-5-(pyrrolidin-2-ylmethoxy)benzamide COC1=CC(=C2C=CC=NC2=C1)C1(CC1)NC(C1=C(C=CC(=C1)OCC1NCCC1)C)=O